sodium (2S,5R)-2-(1,2-oxazolidin-2-ylcarbonyl)-6-(sulfooxy)-1,6-diazabicyclo[3.2.1]-octan-7-one O1N(CCC1)C(=O)[C@H]1N2C(N([C@H](CC1)C2)OS(=O)(=O)O)=O.[Na]